[Gd].[Ba].[Sr].[Ba] barium strontium barium gadolinium